3-chloro-5-fluoro-N-[[3,3,5,5-tetradeuterio-1-[2-oxo-2-[[2,2,2-trideuterio-1,1-bis(trideuteriomethyl)ethyl]amino]ethyl]-4-piperidyl]methyl]benzamide ClC=1C=C(C(=O)NCC2C(CN(CC2([2H])[2H])CC(NC(C([2H])([2H])[2H])(C([2H])([2H])[2H])C([2H])([2H])[2H])=O)([2H])[2H])C=C(C1)F